Histamine calcium [Ca].NCCC1=CNC=N1